C(C)OC=1C=C(C=CC1OC)C1=CC(=CC=C1)C=1CB(OC1)O 4-(3'-ethoxy-4'-methoxy-[1,1'-biphenyl]-3-yl)-1,2-oxaborol-2-ol